2-(4-methoxyphenyl)-N-(2-(4-methyl-1H-pyrazol-1-yl)thiophen-3-yl)acetamide COC1=CC=C(C=C1)CC(=O)NC1=C(SC=C1)N1N=CC(=C1)C